N1=CC=CC2=CC(=CC=C12)CC(=O)N[C@@H](C(C)C)C(=O)N[C@H](CCC(=O)O)C(=O)O (2-(quinolin-6-yl)acetyl)-L-valyl-D-glutamic acid